OC1=C(C=CC=C1)C=1N=NC2=CC=C(C=C2C1)C1=NOC(=C1)C(C(=O)O)C(C)C 2-{3-[3-(2-hydroxyphenyl)cinnolin-6-yl]-1,2-oxazol-5-yl}-3-methylbutanoic acid